N-((1s,3s)-3-(6-((1-(2-(1-(2-((2-(2,6-dioxopiperidin-3-yl)-1,3-dioxoisoindolin-5-yl)oxy)acetyl)piperidin-4-yl)ethyl)piperidin-4-yl)amino)-9H-purin-9-yl)cyclobutyl)-6-methylpicolinamide O=C1NC(CC[C@@H]1N1C(C2=CC=C(C=C2C1=O)OCC(=O)N1CCC(CC1)CCN1CCC(CC1)NC1=C2N=CN(C2=NC=N1)C1CC(C1)NC(C1=NC(=CC=C1)C)=O)=O)=O